CC1=CC=C(C=C1)C=C(C=C)C 1-methyl-4-(2-methylbuta-1,3-dien-1-yl)benzene